(3R,5'S)-5-bromo-5'-carbamoyl-2-oxospiro[indoline-3,3'-pyrrolidine] BrC=1C=C2C(=CC1)NC([C@@]21CN[C@@H](C1)C(N)=O)=O